ClC1=C(C=CC2=C1O[C@@H]1[C@H](CC2)[C@H]([C@@H](C1)O)\C=C\C(C(F)(F)C1=C(C=CC=C1F)F)O)C(=O)O (1R,2R,3aS,10aR)-5-chloro-1-[(1E,3ξ)-4-(2,6-difluorophenyl)-4,4-difluoro-3-hydroxy-1-buten-1-yl]-2-hydroxy-2,3,3a,9,10,10a-hexahydro-1H-benzo[b]cyclopenta[f]oxepin-6-carboxylic acid